OC[C@@H]1[C@H](N(C(C1)=O)C1=NC(=CC(=C1)C(F)(F)F)C)C(=O)OC(C)(C)C tert-butyl (2S,3S)-3-(hydroxymethyl)-1-(6-methyl-4-(trifluoromethyl)pyridin-2-yl)-5-oxopyrrolidine-2-carboxylate